pentacosanyl phosphate P(=O)(OCCCCCCCCCCCCCCCCCCCCCCCCC)([O-])[O-]